BrC1=CC=C(CN2N=NC(=C2)C=2C=C(C=NC2)N(C)C)C=C1 5-(1-(4-bromobenzyl)-1H-1,2,3-triazol-4-yl)-N,N-dimethylpyridin-3-amine